BrC=1C=CC=C2C(=NN(C12)C)Cl 7-bromo-3-chloro-1-methyl-1H-indazole